N(=[N+]=[N-])[C@@H](C)[C@H](C)N=[N+]=[N-] (2s,3s)-2,3-diazidobutane